C1(CC1)C1=NN(C=C1C1=CC=C2C(=N1)NN=C2)[C@@H]2C[C@H](C2)CN (trans-3-(3-cyclopropyl-4-(1H-pyrazolo[3,4-b]pyridin-6-yl)-1H-pyrazol-1-yl)cyclobutyl)methylamine